CN(C(/C=C/CC[C@@H](C(=O)O)OC(N(C)C)=O)=O)C (E,2S)-7-(dimethylamino)-2-(dimethylcarbamoyloxy)-7-oxo-hept-5-enoic acid